ClC=1C=CC2=C(N=C(O2)C23CCC(CC2)(CC3)NC(=O)C3CC2(CS(C2)(=O)=O)C3)C1 N-[4-(5-chloro-1,3-benzoxazol-2-yl)-1-bicyclo[2.2.2]octyl]-2,2-dioxo-2λ6-thiaspiro[3.3]heptane-6-carboxamide